NC1=CC=C(C=N1)/C=C/C(=O)NCC=1OC2=C(C1)C=C(C=C2Cl)C2=CC=C(C=C2)S(=O)(=O)N2CC(C2)F (E)-3-(6-aminopyridin-3-yl)-N-((7-chloro-5-(4-((3-fluoroazetidin-1-yl)sulfonyl)phenyl)benzofuran-2-yl)methyl)acrylamide